ClC1=C(C(=CC=C1)C(F)(F)F)S(=O)(=O)N chloro-6-trifluoromethylbenzenesulfonamide